4,7-dichloro-2-oxo-1-phenyl-1,2-dihydroquinolin-3-carbonitrile ClC1=C(C(N(C2=CC(=CC=C12)Cl)C1=CC=CC=C1)=O)C#N